2-(Benzyloxy)ethyl acetate C(C)(=O)OCCOCC1=CC=CC=C1